NC(C(=O)OCC)C1=C(C=CC(=C1)F)OCOC ethyl 2-amino-2-(5-fluoro-2-(methoxymethoxy)phenyl)acetate